perhydroindole N1CCC2CCCCC12